2-(3-methoxy-N-methylbenzamido)-5-oxo-5H-thieno[3,2-b]pyran-6-carboxylic acid COC=1C=C(C(=O)N(C)C2=CC=3OC(C(=CC3S2)C(=O)O)=O)C=CC1